(methyl)-indene CC1C=CC2=CC=CC=C12